N,N-diethyl-o-toluidine CCN(CC)C1=CC=CC=C1C